C(C)(C)(C)OC(=O)N1CCC2(CC1)C[C@H](C1=CC(=CC=C12)Br)O (R)-5-bromo-3-hydroxy-2,3-dihydrospiro[indene-1,4'-piperidine]-1'-carboxylic acid tert-butyl ester